SC(C(=O)O)=C.NN(CC(=O)O)CCCC azanyl-butyl-glycine Sulfhydryl-Acrylate